C(C)OC(=O)C1=NN2C(C=NC(=C2C2=C(C(=CC=C2)Cl)Cl)C)=C1 7-(2,3-dichlorophenyl)-6-methylpyrazolo[1,5-a]Pyrazine-2-carboxylic acid ethyl ester